CC1=C(C=CC=C1NC=1C=CC=C2C(=CC=NC12)C=O)C1=CC=CC=C1 8-[(2-methylbiphenyl-3-yl)amino]Quinoline-4-carbaldehyde